N-[2-Methoxy-4-(8-methyl-2,8-diazaspiro[3.4]octan-2-yl)-5-nitrophenyl]-4-(1-methylindol-3-yl)pyrimidin-2-amine COC1=C(C=C(C(=C1)N1CC2(C1)CCCN2C)[N+](=O)[O-])NC2=NC=CC(=N2)C2=CN(C1=CC=CC=C21)C